OC1=CN=CN(C1=O)C(CNS(=O)(=O)C)CC1=CC=C(C=C1)C#CC1=CC=C(C=C1)CN1CCOCC1 N-(2-(5-hydroxy-6-oxopyrimidin-1(6H)-yl)-3-(4-((4-(morpholinomethyl)phenyl)ethynyl)phenyl)propyl)methanesulfonamide